C(#N)C1=C(C=CC=C1)[C@H]([C@H](C)C=1N(C(C(=C(N1)C(=O)NC=1C=NOC1)O)=O)C)C=1C(=NN(C1)C(C)C)F 2-((1S,2S)-1-(2-cyanophenyl)-1-(3-fluoro-1-isopropyl-1H-pyrazol-4-yl)propan-2-yl)-5-hydroxy-N-(isoxazol-4-yl)-1-methyl-6-oxo-1,6-dihydropyrimidine-4-carboxamide